(S)-(3-(3-chlorophenyl)-2,7-dimethyl-2,4,5,7-tetrahydro-6H-pyrazolo[3,4-c]pyridin-6-yl)(2-methylbenzo[d]oxazol-6-yl)methanone ClC=1C=C(C=CC1)C=1N(N=C2[C@@H](N(CCC21)C(=O)C2=CC1=C(N=C(O1)C)C=C2)C)C